C1(=CC=CC=2SC3=CC=CC=C3NC12)C1=CC=CC=2SC3=CC=CC=C3NC12 phenothiazinyl-(phenothiazine)